2-Hydroxy-3-(5-isopropyl-2-methylphenoxy)propyl 5-((R)-1,2-dithiolan-3-yl)pentanoate S1S[C@@H](CC1)CCCCC(=O)OCC(COC1=C(C=CC(=C1)C(C)C)C)O